5-bromo-1H-indol-3-yl acetate C(C)(=O)OC1=CNC2=CC=C(C=C12)Br